ClP1(OCC(CO1)(C)C)=O 2-chloro-5,5-dimethyl-1,3,2λ5-dioxaphosphinan-2-one